CN(CCNC(C1=CN=CC(=C1)N1CC(CC1)C1=C(C=CC(=C1)C(NC1=CC(=CC=C1)C(F)(F)F)=O)C)=O)C N-(2-(dimethylamino)ethyl)-5-(3-(2-methyl-5-((3-(trifluoromethyl)phenyl)carbamoyl)phenyl)pyrrolidin-1-yl)nicotinamide